6-((6-cyano-5-(methylthio)pyridin-3-yl)amino)-5-hydroxy-6-oxohexanoic acid isopropyl ester C(C)(C)OC(CCCC(C(=O)NC=1C=NC(=C(C1)SC)C#N)O)=O